BrC=1C=C(C=NC1)CC(=O)N1C2=C(OCC1)C=CC=C2 2-(5-bromopyridin-3-yl)-1-(2,3-dihydro-4H-benzo[b][1,4]oxazin-4-yl)ethan-1-one